ClC=1N=C(C2=C(N1)CN(C2C)P(=O)(Cl)Cl)Cl (2,4-dichloro-5-methyl-5,7-dihydro-6H-pyrrolo[3,4-d]pyrimidin-6-yl)phosphonic dichloride